3-(4-piperazin-1-ylanilino)piperidine-2,6-dione N1(CCNCC1)C1=CC=C(NC2C(NC(CC2)=O)=O)C=C1